2-((thiophen-2-ylmethoxy)methyl)oxirane tert-butyl-N-[4-(4-fluorophenyl)-2-[[4-(2-pyridylsulfonimidoyl)benzoyl]amino]phenyl]carbamate C(C)(C)(C)OC(NC1=C(C=C(C=C1)C1=CC=C(C=C1)F)NC(C1=CC=C(C=C1)S(=O)(=N)C1=NC=CC=C1)=O)=O.S1C(=CC=C1)COCC1OC1